N-(1-(2-((S)-2-amino-2-(4,4-difluorocyclohexyl)acetamido)-pyridin-4-yl)-2-methoxyethyl)-4,4,4-trifluorobutanamide N[C@H](C(=O)NC1=NC=CC(=C1)C(COC)NC(CCC(F)(F)F)=O)C1CCC(CC1)(F)F